N1(CCCCC1)C1CCN(CC1)C(=O)OC1=C(C=C(C=C1OC)\C=C/1\C(=C(C2=CC(=CC=C12)F)CNC(CC=1OC=CC1)=O)C)OC (Z)-4-((5-fluoro-3-((2-(furan-2-yl)acetamido)methyl)-2-methyl-1H-inden-1-ylidene)methyl)-2,6-dimethoxyphenyl [1,4'-bipiperidine]-1'-carboxylate